C1(OCCO1)=O 4-Ethylene carbonate